5-[[6-(difluoromethyl)pyridine-2-carbonyl]amino]-2-(3-hydroxy-3-methylbutyl)pyrazolo[1,5-a]pyridine-6-carboxamide FC(C1=CC=CC(=N1)C(=O)NC1=CC=2N(C=C1C(=O)N)N=C(C2)CCC(C)(C)O)F